C[C@H]1N(CC[C@H](C1)N(C=1N=NC(=CC1)C1=CC=C(C=2N=NN(C21)COCC[Si](C)(C)C)C=2C=NN(C2)C2OCCCC2)C)C(=O)OC(C)(C)C tert-butyl (2R,4R)-2-methyl-4-[methyl(6-[7-[1-(oxan-2-yl)pyrazol-4-yl]-3-[[2-(trimethylsilyl)ethoxy]methyl]-1,2,3-benzotriazol-4-yl]pyridazin-3-yl)amino]piperidine-1-carboxylate